O1CCN(CCN(CCN(CC1)CC(=O)O)CC(=O)O)CC(=O)O 2,2',2''-(1-oxa-4,7,10-triazacyclododecane-4,7,10-triyl)triacetic acid